O=C(/C(/C(=O)OC1CCOCC1)=C/C1=CSC2=NC=CC=C21)C Tetrahydro-2H-pyran-4-yl (Z)-3-oxo-2-(thieno[2,3-b]pyridin-3-ylmethylene)butanoate